CN1C=NC2=C(C1=O)C(=NC=C2C2=CC=C(C=C2)C(F)(F)F)NC[C@@]2(C(NCC2)=O)C (R)-3-methyl-5-(((3-methyl-2-oxopyrrolidin-3-yl)methyl)amino)-8-(4-(trifluoromethyl)phenyl)pyrido[4,3-d]pyrimidin-4(3H)-one